CC=1C=CC=C2C=CC=C(C12)N1CCC=2C(=CC(=NC2C1)C(=O)N1[C@@H](CCC1)CN1CCCC1)N1CCN(CC1)C(C=C)=O (S)-1-(4-(7-(8-methylnaphthalen-1-yl)-2-(2-(pyrrolidin-1-ylmethyl)pyrrolidine-1-carbonyl)-5,6,7,8-tetrahydro-1,7-naphthyridin-4-yl)piperazin-1-yl)prop-2-en-1-one